B([O-])([O-])[O-].O1C(CCC1)C(=O)O.O1C(CCC1)C(=O)O.[Li+].[Li+].[Li+] lithium bis(tetrahydrofuranic acid) borate salt